dipropionic acid hydrate O.C(CC)(=O)O.C(CC)(=O)O